C1(=CC=CC=C1)CC=NO benzeneacetaldehyde oxime